Cl.COC(C1=CC(=NC(=C1)Cl)Cl)=O 2,6-dichloroisonicotinic acid methyl ester, hydrochloride